Tert-butyl ((R)-1-(((R)-3-methyl-1-((3aS,4S,6S,7aR)-3a,5,5-trimethylhexahydro-4,6-methanobenzo[d][1,3,2]dioxaborol-2-yl)butyl)amino)-4-morpholino-1,4-dioxobutan-2-yl)carbamate CC(C[C@@H](B1O[C@@]2([C@H](O1)C[C@H]1C([C@@H]2C1)(C)C)C)NC([C@@H](CC(=O)N1CCOCC1)NC(OC(C)(C)C)=O)=O)C